FC1=C(C=CC=C1)C=1N=C2C(=CNC=C2)N1 2-(2-fluorophenyl)-5H-imidazo[4,5-c]pyridin